N1CC(C1)C(C)O (azetidin-3-yl)ethan-1-ol